7,8-dihydro-[1,4]dioxino[2,3-g]quinazolin-4-amine N1=CN=C(C2=CC3=C(C=C12)OCCO3)N